[6-(3-cyclopropyl-1,2,4-triazol-1-yl)-2-azaspiro[3.3]heptan-2-yl]-[7-[[4-(trifluoromethyl)thiazol-2-yl]methyl]-2,7-diazaspiro[3.5]nonan-2-yl]methanone C1(CC1)C1=NN(C=N1)C1CC2(CN(C2)C(=O)N2CC3(C2)CCN(CC3)CC=3SC=C(N3)C(F)(F)F)C1